2-(5-(2-chloro-4-morpholinofuro[3,2-d]pyrimidin-6-yl)-3-methyl-1H-pyrazol-1-yl)-N,N-dimethylethan-1-amine ClC=1N=C(C2=C(N1)C=C(O2)C2=CC(=NN2CCN(C)C)C)N2CCOCC2